COC=1C=2N(C=C(C1)C=1N=NN(C1C)C1CCN(CC1)C1COC1)N=CC2C#N 4-methoxy-6-[5-methyl-1-[1-(oxetan-3-yl)-4-piperidinyl]triazol-4-yl]pyrazolo[1,5-a]pyridine-3-carbonitrile